ClC=1C2=C(SC1C(=O)C1=CC=CC=C1)C=C(C=C2)OC (3-Chloro-6-methoxybenzo[b]thiophen-2-yl)(phenyl)methanone